FC(F)NS(=O)(=O)C(F)(F)F difluoromethyl(trifluoromethyl)sulfonamide